S-(4-(trifluoromethoxy)benzyl) ethanethioate C(C)(SCC1=CC=C(C=C1)OC(F)(F)F)=O